6-[(2S)-2-aminopropyl]-7-ethynyl-N-[(furan-2-yl)methyl]thieno[3,2-c]pyridazin-4-amine N[C@H](CC1=C(C=2N=NC=C(C2S1)NCC=1OC=CC1)C#C)C